1-(4-(butylthio)-3,5-dimethoxyphenyl)-N-(2-methoxybenzyl)propan-2-amine C(CCC)SC1=C(C=C(C=C1OC)CC(C)NCC1=C(C=CC=C1)OC)OC